O=C1N(CCC(N1)=O)C1=C(C=C(C=C1)C1CC2(CN(C2)C(C)C=2C=NC(=NC2)C=2C(=NC(=NC2)C2=NOC(=C2)C(=O)OC(C)(C)C)C)C1)F tert-butyl 3-(5-(1-(6-(4-(2,4-dioxotetrahydropyrimidin-1(2H)-yl)-3-fluorophenyl)-2-azaspiro[3.3]heptan-2-yl)ethyl)-4'-methyl-[2,5'-bipyrimidin]-2'-yl)isoxazole-5-carboxylate